C(C)S(=O)(=O)NC1=CC=C(C=C1)B(O)O 4-(ETHYLSULFONAMIDO)PHENYLBORONIC ACID